NC=1N=C(C2=C(N1)NC=C2)OC2=CC=C(C=C2)NC(N[C@H](C(=O)OC)CC(C2=CC=CC=C2)=O)=O methyl (S)-2-(3-(4-((2-amino-7H-pyrrolo[2,3-d]pyrimidin-4-yl)oxy)phenyl) ureido)-4-oxo-4-phenylbutanoate